CS(=O)(=O)OCCOCCOCCOCCOCCNC(OC(C)(C)C)=O 2,2-dimethyl-4-oxo-3,8,11,14,17-pentaoxa-5-azanonadecan-19-yl methanesulfonate